C1=CC(=C(C=C1S(=O)(=O)C2=CC(=C(C=C2)F)N)N)F 3,3'-diamino-4,4'-difluorodiphenyl sulfone